Tert-butyl 6-[4-[2-[1-(6,7-dihydro-5H-pyrrolo[1,2-c]imidazol-1-yl)-2-oxo-2-(2-pyridylamino) ethyl]-7-fluoro-3-oxo-isoindolin-5-yl] phenyl]-2,6-diazaspiro[3.3]heptane-2-carboxylate C1(=C2N(C=N1)CCC2)C(C(NC2=NC=CC=C2)=O)N2CC1=C(C=C(C=C1C2=O)C2=CC=C(C=C2)N2CC1(CN(C1)C(=O)OC(C)(C)C)C2)F